C[C@H]1N(C[C@H](C(C1)OC1=CC(=CC=C1)C(F)(F)F)C)C=1C2=C(N(C(N1)=O)C)C=CC(=N2)C#N 4-((2R,5R)-2,5-Dimethyl-4-(3-(trifluoromethyl)phenoxy)piperidin-1-yl)-1-methyl-2-oxo-1,2-dihydropyrido[3,2-d]pyrimidin-6-carbonitril